N1=CN=C(C2=C1SC=C2)O[C@@H]2CN(CC2)CC(=O)N2[C@@H](CCC2)C#N (S)-1-(2-((S)-3-(Thieno[2,3-d]pyrimidin-4-yloxy)pyrrolidin-1-yl)acetyl)pyrrolidin-2-carbonitril